CNC(=O)C=1C=C2C(=NC1)NN=C2 N-methyl-1H-pyrazolo[3,4-b]pyridine-5-carboxamide